COC1=NC=CC(=C1)S(=O)(=O)N1CC2(CCC2)CC1C 6-((2-Methoxypyridin-4-yl)sulfonyl)-7-methyl-6-azaspiro[3.4]octane